C(C)(C)(C)OC(=O)N1C[C@@H](CCC1)NC1=NC(=NC=C1F)Cl (R)-3-((2-chloro-5-fluoropyrimidin-4-yl)amino)piperidine-1-carboxylic acid tert-butyl ester